FC(C=1N=C2N(C(=CC=C2)NC2CCC(CC2)NC(=O)C=2C=NNC2C(F)(F)F)C1)(F)F N-[(1s,4s)-4-{[2-(trifluoromethyl)imidazo[1,2-a]pyridin-5-yl]amino}cyclohexyl]-5-(trifluoromethyl)-1H-pyrazole-4-carboxamide